tert-butyl (7-(6-butyryl-4-methylpyridin-3-yl)-2,6-naphthyridin-3-yl)(methyl)carbamate C(CCC)(=O)C1=CC(=C(C=N1)C1=NC=C2C=C(N=CC2=C1)N(C(OC(C)(C)C)=O)C)C